methyl 9-octadecen-12-ynoate C(CCCCCCCC=CCC#CCCCCC)(=O)OC